tert-butyl 9-bromo-7-fluoro-1,4-dihydrobenzo[c][2,7]naphthyridine-3(2H)-carboxylate BrC1=CC2=C(N=CC=3CN(CCC23)C(=O)OC(C)(C)C)C(=C1)F